N-((2R)-1-(4-(1H-indazol-5-yl)-2-methyl-1,3-dioxo-2,8-diazaspiro[4.5]decan-8-yl)-3-methyl-1-oxobutan-2-yl)-2-fluoro-5-(trifluoromethyl)benzenesulfonamide N1N=CC2=CC(=CC=C12)C1C(N(C(C12CCN(CC2)C([C@@H](C(C)C)NS(=O)(=O)C2=C(C=CC(=C2)C(F)(F)F)F)=O)=O)C)=O